2-(1-methyl-2,6-dioxopiperidin-3-yl)-4-(piperidin-4-ylamino)isoindoline-1,3-dione hydrochloride Cl.CN1C(C(CCC1=O)N1C(C2=CC=CC(=C2C1=O)NC1CCNCC1)=O)=O